C1(CCCCC1)P(C(=C(C1=CC=CC=C1)C1=CC=CC=C1)C)C1CCCCC1 Dicyclohexyl-(1-methyl-2,2-diphenylvinyl)phosphine